NC=1N=C(SC1C(=O)C1=CC=C(C=C1)OC(F)(F)F)NC1=CC=C(C=C1)F [4-amino-2-(4-fluoroanilino)thiazol-5-yl]-[4-(trifluoromethoxy)phenyl]methanone